COC=1C(=C2C=CN(C2=C(C1)C)C(=O)OC(C)(C)C)CN1[C@@H](C[C@@H](CC1)C)C1=CC=C(C=2CCCCC12)C(=O)OC tert-Butyl 5-methoxy-4-(((2S,4R)-2-(4-(methoxycarbonyl)-5,6,7,8-tetrahydronaphthalen-1-yl)-4-methylpiperidin-1-yl)methyl)-7-methyl-1H-indole-1-carboxylate